methyl (S)-3-bromo-4-nitro-5-((oxetan-2-ylmethyl)amino)benzoate BrC=1C=C(C(=O)OC)C=C(C1[N+](=O)[O-])NC[C@H]1OCC1